Pyruvic acid-13C [13C](C(=O)C)(=O)O